6-(cyclopropanecarboxamido)-4-((6-(3-fluoroazetidin-1-yl)-[1,2,4]triazolo[1,5-a]pyridin-2-yl)amino)-N-methylpyridazine-3-carboxamide C1(CC1)C(=O)NC1=CC(=C(N=N1)C(=O)NC)NC1=NN2C(C=CC(=C2)N2CC(C2)F)=N1